C(C)(=O)OC1C2CCC(C1)C2 BICYCLO[2.2.1]HEPT-2-YL ACETATE